bis(2,4-diisopropylphenylphenyl)pentaerythritol diphosphite OP(O)OP(O)O.C(C)(C)C1=C(C=CC(=C1)C(C)C)C1=C(C=CC=C1)C(O)(C(CO)(CO)CO)C1=C(C=CC=C1)C1=C(C=C(C=C1)C(C)C)C(C)C